2-(2-(aminomethyl)-6-cyclopropylimidazo[1,2-a]pyridin-8-yl)-2-azabicyclo[2.2.1]heptan-3-one NCC=1N=C2N(C=C(C=C2N2C3CCC(C2=O)C3)C3CC3)C1